2-cyclohexyl-1,3-dimethoxypropan C1(CCCCC1)C(COC)COC